6-(4-(5-((7-bromo-4-oxo-3,4-dihydrophthalazin-1-yl)methyl)-2-fluorobenzoyl)piperazin-1-yl)nicotinonitrile BrC1=CC=C2C(NN=C(C2=C1)CC=1C=CC(=C(C(=O)N2CCN(CC2)C2=NC=C(C#N)C=C2)C1)F)=O